2-Bromo-6-oxo-4,6-dihydro-5H-thieno[2,3-c]pyrrole-5-carboxylic acid tert-butyl ester C(C)(C)(C)OC(=O)N1C(C2=C(C1)C=C(S2)Br)=O